C(CC1=CC=CC=C1)OC(\C=C\C1=CC(=C(C=C1)O)O)=O 3,4-dihydroxy-trans-cinnamic acid phenethyl ester